Tert-butyl [2-({(5R)-8-chloro-1-[trans-4-(pyridin-2-yloxy)cyclohexyl]-5,6-dihydro-4H-[1,2,4]triazolo[4,3-a][1]benzazepin-5-yl}amino)-2-oxoethyl]carbamate ClC=1C=CC2=C(C[C@H](CC=3N2C(=NN3)[C@@H]3CC[C@H](CC3)OC3=NC=CC=C3)NC(CNC(OC(C)(C)C)=O)=O)C1